C1(CCC(N1N1C(C=CC=C1)SSC(CCC(=O)[O-])C)=O)=O N-succinimidyl-4-(2-pyridyldithio)pentanoate